[N+](=O)([O-])C1=CC(=CC=2C3CNCC(C21)C3)[N+](=O)[O-] 6,8-dinitro-2,3,4,5-tetrahydro-1H-1,5-methano-3-benzazepine